4',4'-dimethyl-5-(2,2,6,6-tetramethylpiperidin-4-yl)-2',3',4',5'-tetrahydro-[1,1'-biphenyl]-2-amine CC1(CCC(=CC1)C=1C(=CC=C(C1)C1CC(NC(C1)(C)C)(C)C)N)C